C=1(N=CN2C1C=CC=C2)C(=O)N2CC=1C(CC2)=C(N(N1)C)C1=CC=CC=C1 imidazo[1,5-a]pyridin-1-yl-(2-methyl-3-phenyl-2,4,5,7-tetrahydro-6H-pyrazolo[3,4-c]pyridin-6-yl)methanone